N,N'-bis(1-naphthyl)-N,N'-diphenyl[1,1'-biphenyl]-4,4'-diamine C1(=CC=CC2=CC=CC=C12)N(C1=CC=C(C=C1)C1=CC=C(C=C1)N(C1=CC=CC=C1)C1=CC=CC2=CC=CC=C12)C1=CC=CC=C1